C1([C@H](O)[C@H](O)[C@H](O1)CO)Cl.C(C1=CN=CC=C1)(=O)N nicotinamide ribosyl chloride salt